1-(6-Cyano-5-(methylthio)pyridin-3-yl)-N-(4-fluorophenyl)-5-hydroxy-3-oxo-1,2,3,6-tetrahydropyridazine-4-carboxamide C(#N)C1=C(C=C(C=N1)N1NC(C(=C(C1)O)C(=O)NC1=CC=C(C=C1)F)=O)SC